C1(CC1)CN1C(NC(C1=O)=O)=O 1-(Cyclopropylmethyl)imidazolidine-2,4,5-trione